7-((1-(Methylsulfonyl)azetidin-3-yl)amino)-2-(((tetrahydro-2H-pyran-4-yl)thio)methyl)quinazolin-4(3H)-one CS(=O)(=O)N1CC(C1)NC1=CC=C2C(NC(=NC2=C1)CSC1CCOCC1)=O